2-((R)-1-(7,7-difluoro-2-((2R,3R)-3-fluoro-2-methylazetidin-1-yl)-6,7-dihydro-5H-cyclopenta[d]pyrimidin-4-yl)pyrrolidin-3-yl)acetic acid FC1(CCC2=C1N=C(N=C2N2C[C@H](CC2)CC(=O)O)N2[C@@H]([C@@H](C2)F)C)F